C(#N)C=1C=NC(=NC1)N1CCC(CC1)CC(=O)O 2-[1-(5-Cyanopyrimidin-2-yl)piperidin-4-yl]acetic acid